N1C=C(C2=CC=CC=C12)CC(CCCC)C1=C(N=C2N1CCN(C2)C2CCOCC2)C(=O)N (1-(1H-indol-3-yl)hexane-2-yl)-7-(tetrahydro-2H-pyran-4-yl)-5,6,7,8-tetrahydroimidazo[1,2-a]pyrazine-2-carboxamide